FC(C1=CC=CC(=N1)C(=O)NC1=CC=2N(C=C1C(=O)O)N=C(C2)C2CCOCC2)F 5-[[6-(difluoromethyl)pyridine-2-carbonyl]amino]-2-tetrahydropyran-4-yl-pyrazolo[1,5-a]pyridine-6-carboxylic acid